(E)-4-(4-hydroxystyryl)pyridine OC1=CC=C(/C=C/C2=CC=NC=C2)C=C1